C(C=CCCCC(=O)[O-])(=O)[O-].[Li+].[Li+] lithium heptenedioate